FC1=C(C(=CC(=C1)F)OC)B(O)O (2,4-difluoro-6-methoxyphenyl)boronic acid